NCC(C#N)(C)C 3-amino-2,2-dimethyl-propionitrile